1-[2-(cyclopropoxymethyl)-4-pyridyl]-2,2-difluoro-ethanone C1(CC1)OCC1=NC=CC(=C1)C(C(F)F)=O